5-(pyrrolidin-3-yl)-1,2,4-oxadiazole N1CC(CC1)C1=NC=NO1